O1CC(CC1)CC=1NC=C(N1)C(F)(F)F 2-(tetrahydrofuran-3-ylmethyl)-4-(trifluoromethyl)-1H-imidazole